trans-4-((6-((2-methyl-1-oxo-2-propenyl)oxy)hexyl)oxy)cyclohexanecarboxylic acid CC(C(=O)OCCCCCCO[C@@H]1CC[C@H](CC1)C(=O)O)=C